3-cyclopropyl-N-(2-methylpropyl)-9-(pyridin-3-ylsulfonylamino)-8,9-dihydro-7H-cyclopenta[h]isoquinoline-5-sulfonamide C1(CC1)C=1N=CC=2C3=C(C=C(C2C1)S(=O)(=O)NCC(C)C)CCC3NS(=O)(=O)C=3C=NC=CC3